Bis(2-(acryloyloxy) ethyl) succinate C(CCC(=O)OCCOC(C=C)=O)(=O)OCCOC(C=C)=O